C[C@@H](CC)N1C(=CC=C1CCCC1=CC=CC=C1)C(=O)NC=1C=C(C=CC1C(F)(F)F)[C@@H]1[C@@H](C1)C(=O)O |o1:31,32| rel-(1R,2S)-2-{3-[({1-[(2S)-2-butanyl]-5-(3-phenylpropyl)-1H-pyrrole-2-yl}carbonyl)Amino]-4-(trifluoromethyl)phenyl}cyclopropanecarboxylic acid